(S)-2-(7-(3-benzylureido)dibenzo[b,d]thiophene-3-sulfonamido)-3-methyl-butanoic acid C(C1=CC=CC=C1)NC(NC1=CC2=C(C3=C(S2)C=C(C=C3)S(=O)(=O)N[C@H](C(=O)O)C(C)C)C=C1)=O